5-(cyclobutyl-(methyl)amino)pyridine-3-sulfonamide C1(CCC1)N(C=1C=C(C=NC1)S(=O)(=O)N)C